4-(4-chloro-2-fluorophenyl)piperazin ClC1=CC(=C(C=C1)N1CCNCC1)F